α-methyl-D-ornithine C[C@@](N)(CCCN)C(=O)O